NC1=CC(=C2C(N(CCCCC[C@@](C3=NN=C(C1=N2)O3)(C(F)(F)F)O)C(C)(C)C)=O)C(F)(F)F (6R)-17-Amino-12-tert-butyl-6-hydroxy-6,15-bis(trifluoromethyl)-19-oxa-3,4,12,18-tetrazatricyclo[12.3.1.12,5]nonadeca-1(18),2,4,14,16-pentaen-13-one